C1(=CC=CC=C1)[C@H]1N(CC[C@H](C1)N(C(C(F)(F)F)=O)C)C(=O)OC(C)(C)C tert-Butyl (2S,4R)-2-phenyl-4-(2,2,2-trifluoro-N-methylacetamido)piperidine-1-carboxylate